ClC=1C=C(SC1N1N=CC=N1)NC(=O)C=1C=NN(C1C(F)(F)F)C1=C2C=CNC(C2=CC=C1)=C=O N-(4-chloro-5-(2H-1,2,3-triazole-2-yl)thiophen-2-yl)-1-(1-carbonyl-1,2-dihydroisoquinoline-5-yl)-5-(trifluoromethyl)-1H-pyrazole-4-carboxamide